C(C1=CC=CC=C1)OCC(C)(C)C=1C=C(N2C1C1=CC(=C(C=C1CC2)OC)C=2N=NN(N2)C)C(=O)OCC ethyl 1-(1-(benzyloxy)-2-methylpropan-2-yl)-8-methoxy-9-(2-methyl-2H-tetrazol-5-yl)-5,6-dihydropyrrolo[2,1-a]isoquinoline-3-carboxylate